FC(C(C(C(F)(F)F)(F)F)(F)F)(S(=O)(=O)[O-])F 1,1,2,2,3,3,4,4,4-nonafluoro-1-butanesulfonate